C1(CCCCC1)NCCCNCC(CN1C2=CC=C(C=C2C=2C=C(C=CC12)F)F)(O)C 1-((3-(cyclohexylamino)propyl)amino)-3-(3,6-difluoro-9H-carbazol-9-yl)-2-methylpropan-2-ol